BrC1=C(C(=CC(=C1)C(C(F)(F)F)(C(F)(F)F)F)Br)NC(C1=CC(=C(C=C1)F)N(C(C1=C(C=C(C=C1)C#N)CC)=O)CC1CC1)=O N-[2,6-dibromo-4-(1,1,1,2,3,3,3-heptafluoroprop-2-yl)phenyl]-3-[N-(Cyclopropylmethyl)-2-ethyl-4-cyanobenzamido]-4-fluorobenzamide